(5-cyano-2-(2-methylpropan-1-en-1-yl)-4-(piperazin-1-yl)phenyl)carbamic acid tert-butyl ester C(C)(C)(C)OC(NC1=C(C=C(C(=C1)C#N)N1CCNCC1)C=C(C)C)=O